4,4'-Bis(carbazol-9-yl)biphenyl C1=CC=CC=2C3=CC=CC=C3N(C12)C1=CC=C(C=C1)C1=CC=C(C=C1)N1C2=CC=CC=C2C=2C=CC=CC12